N1,N1,N1,N3,N3,N3-hexamethylbenzene-1,3-diaminium C[N+](C1=CC(=CC=C1)[N+](C)(C)C)(C)C